3-hydroxy-5-phenyl-1H-1,2,4-triazole OC1=NNC(=N1)C1=CC=CC=C1